C(C)N1N=CC=C1C1=CN(C2=NC=C(C=C21)C2=CC=C(C=C2)N2CCN(CC2)C)[SH4]OOC2=CC=C(C=C2)C 3-(2-ethylpyrazol-3-yl)-1-[(4-methylphenyl)dioxy-λ6-sulfanyl]-5-[4-(4-methylpiperazine-1-yl)phenyl]pyrrolo[2,3-b]pyridine